C(CCC)C(CN)N 1-butyl-1,2-diaminoethane